C(C)C1PC(CC1)CC 2,5-diethylphospholane